COC(C(=O)C1=CNC2=CC=C(C=C12)OC)=O (5-methoxy-1H-indole-3-yl)-2-oxoacetic acid methyl ester